C1=CC=CC=2NC=3N(C21)C2=C(N3)C=CC=C2 benzo[d]benzo[4,5]imidazo[3,2-a]imidazole